C(C)(C)(C)OC(=O)N1[C@@H](CN([C@H](C1)C)C=1C=2N(N(C(C1)=O)C)C=C(N2)CS(=O)(=O)C)C (2R,5S)-2,5-dimethyl-4-(5-methyl-2-((methylsulfonyl)methyl)-6-oxo-5,6-dihydroimidazo[1,2-b]pyridazin-8-yl)piperazine-1-carboxylic acid tert-butyl ester